BrC1=CC=C(C(=O)NC=2C=C(C=CC2)N2N=NC(=C2)C2=C(C(=O)O)C=CN=C2)C=C1 (1-(3-(4-bromobenzoylamino)phenyl)-1H-1,2,3-triazol-4-yl)isonicotinic acid